bis(N-2-Fluorobenzylethylthiocarbamoyl) disulphide FC1=C(CCCNC(=S)SSC(NCCCC2=C(C=CC=C2)F)=S)C=CC=C1